(R)-1-(2-fluoro-4-(2-(methylsulfinyl)ethoxy)phenyl)piperazine FC1=C(C=CC(=C1)OCC[S@](=O)C)N1CCNCC1